C(CCCCCCC\C=C\C\C=C\CCCCC)O (9E,12E)-octadeca-9,12-dien-1-ol